2E,4E,8E,10E,12E-tetradecapentaenoic acid-N-(2-hydroxy-2-methylpropyl)-amide OC(CNC(\C=C\C=C\C=C\C=C\C=C\CCC)=O)(C)C